FC1=C(C=CC(=C1OCC1=CC=C(C=C1)OC)F)C1=NN=C(S1)CN1C2(CC2)C(N(C1=O)CC(F)(F)F)=O 4-[[5-[2,4-difluoro-3-[(4-methoxyphenyl)methoxy]phenyl]-1,3,4-thiadiazol-2-yl]methyl]-6-(2,2,2-trifluoroethyl)-4,6-diazaspiro[2.4]heptane-5,7-dione